P(=O)(O)(O)O[C@H]1[C@H]([C@@H](O[C@@H]1CO)N1C(=O)N=C(N)C=C1)F 2'-deoxy-2'-fluorocytidine-3'-phosphate